ClC1=NC=C2C=C(N3C(C2=C1)=CC=N3)C=3C(=CC(=NC3)C(=O)N3CCOCC3)C (5-(9-chloropyrazolo[5,1-a][2,6]naphthyridin-5-yl)-4-methylpyridin-2-yl)(morpholino)methanone